NC=1C=C(C=CC1O[Si](C(C)C)(C(C)C)C(C)C)C(C)(C)C1=CC(=C(C=C1)O[Si](C(C)C)(C(C)C)C(C)C)N 2,2-bis(3-amino-4-triisopropylsiloxyphenyl)propane